ClC=1C=C(C=NC1N1N=CC=N1)OC1=CC=C(C=C1)C(C)(C)C1=CC=C(OC2CC(C2)N)C=C1 (1r,3r)-3-(4-(2-(4-((5-chloro-6-(2H-1,2,3-triazol-2-yl)pyridin-3-yl)oxy)phenyl)propan-2-yl)phenoxy)cyclobutylamine